3-[5-[4-(aminomethyl)phenyl]-3-methyl-2-oxo-benzimidazol-1-yl]piperidine-2,6-dione NCC1=CC=C(C=C1)C1=CC2=C(N(C(N2C)=O)C2C(NC(CC2)=O)=O)C=C1